C(CC)N(CC(=O)C1=CNC2=NC=C(C=C21)OC)CCC 2-(dipropylamino)-1-(5-methoxy-1H-pyrrolo[2,3-b]pyridin-3-yl)ethan-1-one